(2,5-difluorophenyl)quinazolin-4(3H)-one FC1=C(C=C(C=C1)F)C1=NC2=CC=CC=C2C(N1)=O